C(C)(C)(C)OC(=O)N1CCC(CC1)OC1=C(C(=CC=C1)N1C(NC(CC1)=O)=O)C tert-butyl-4-(3-(2,4-dioxotetrahydropyrimidin-1(2H)-yl)-2-methylphenoxy)piperidine-1-carboxylate